C(C)(C)(C)C1=CC=C(C=C1)[Si](O)(C1=CC=C(C=C1)C(C)(C)C)C1=CC=C(C=C1)C(C)(C)C tri(p-tert-butylphenyl)silanol